5-ethoxy-4-((4-ethylpiperazin-1-yl)methyl)-2-(trifluoromethyl)aniline C(C)OC=1C(=CC(=C(N)C1)C(F)(F)F)CN1CCN(CC1)CC